COC1=CC=C(C=C1)C=1[C@](CN(CC1)C(=O)OC(C)(C)C)(C(=O)OCC)C |r| (+/-)-1-tert-Butyl 3-Ethyl 4-(4-Methoxyphenyl)-3-methyl-2,3-dihydropyridine-1,3(6H)-dicarboxylate